C[C@H]1CCC2(CC=3N=C(N=C(C3CO2)N2CCOCCC2)S(=O)(=O)C)C2=CC(=CC=C12)NC(OC(C)(C)C)=O tert-butyl ((4S)-4-methyl-2'-(methylsulfonyl)-4'-(1,4-oxazepan-4-yl)-3,4,5',8'-tetrahydro-2H-spiro[naphthalene-1,7'-pyrano[4,3-d]pyrimidin]-7-yl)carbamate